N6-(naphthalen-1-yl)-1H-pyrazolo[3,4-d]pyrimidine-3,6-diamine C1(=CC=CC2=CC=CC=C12)NC1=NC=C2C(=N1)NN=C2N